[3-[6-[6-(difluoromethyl)imidazo[1,2-b]pyridazin-3-yl]pyrimidin-4-yl]-5-methyl-phenyl]methylimino-dimethyl-oxo-λ6-sulfane FC(C=1C=CC=2N(N1)C(=CN2)C2=CC(=NC=N2)C=2C=C(C=C(C2)C)CN=S(=O)(C)C)F